O[C@H]1C[C@]23N4C(=C(C(C(=C14)C(=O)NCC1=C(C=C(C=C1F)F)F)=O)O)C(N(CCCC2)C3)=O (6aR,8S)-8,11-dihydroxy-1,10-dioxo-N-(2,4,6-trifluorobenzyl)-1,3,4,5,6,7,8,10-octahydro-2,6a-methano[1,4]diazonino[9,1,2-cd]indolizine-9-carboxamide